6-oxoundecane-1,11-diyl dimethanesulfonate CS(=O)(=O)OCCCCCC(CCCCCOS(=O)(=O)C)=O